(1r,4r)-N,4-dimethylcyclohexylamine hydrochloride Cl.CNC1CCC(CC1)C